BrC=1C(CN=CC1Br)=O 4,5-dibromopyridin-3(2H)-one